NC1=NC=C(C=N1)N(C(O)=O)C1=CC=CC=C1.NC1=C2C(=NC=N1)N(N=C2C2=CC(=CC=C2)O)CC=2OC1=CC=CC=C1C(C2C2=CC(=CC=C2)F)=O 2-((4-amino-3-(3-hydroxyphenyl)-1H-pyrazolo[3,4-d]pyrimidin-1-yl)methyl)-3-(3-fluorophenyl)-4H-chromen-4-one (2-aminopyrimidin-5-yl)phenylcarbamate